C(C1=CC=CC=C1)NC(CC1=CC=C(C=N1)C1=CC=C(OCCCCCCCC(=O)NO)C=C1)=O 8-(4-(6-(2-(benzylamino)-2-oxoethyl)pyridin-3-yl)phenoxy)-N-hydroxyoctanoamide